C(C)C=1C=CC(=C(CC=2NC(=NN2)C(=O)OCC)C1)F ethyl 5-(5-ethyl-2-fluorobenzyl)-4H-1,2,4-triazole-3-carboxylate